3,5-Di-Tert-Butyl-4-Hydroxy-Phenyl-2-(2,2-Dimethyl-Propionyl)-Acrylonitrile C(C)(C)(C)C=1C=C(C=C(C1O)C(C)(C)C)C=C(C#N)C(C(C)(C)C)=O